(2-naphthalenyl)-phenylphosphine C1=C(C=CC2=CC=CC=C12)PC1=CC=CC=C1